NC1CN(C1)C=1C=CC=2N=CN=C(C2N1)NC1=CC(=CC=C1)OC1=CC=CC=C1 6-(3-aminoazetidin-1-yl)-N-(3-phenoxyphenyl)pyrido[3,2-d]pyrimidin-4-amine